tert-butyl (6-(6-(cyclopropanecarboxamido)-1-((2-(trimethylsilyl)ethoxy)methyl)-1H-pyrrolo[2,3-b]pyridin-3-yl)pyridin-2-yl)(methyl)carbamate C1(CC1)C(=O)NC1=CC=C2C(=N1)N(C=C2C2=CC=CC(=N2)N(C(OC(C)(C)C)=O)C)COCC[Si](C)(C)C